Cl.Cl.CC(C)OCCOC1=NN(C=C1N)C1CCC(CC1)N1CCOCC1 3-[2-(prop-2-yloxy)ethoxy]-1-[(1r,4r)-4-(morpholin-4-yl)cyclohexyl]-1H-pyrazol-4-amine dihydrochloride